C1(CCCCC1)NC1=NC(=NC2=CC=CC=C12)NC1=CC(=CC=C1)F N4-cyclohexyl-N2-(3-fluorophenyl)quinazoline-2,4-diamine